(2Z)-chloro-3-[2-chloro-5-(1,3,4,5,6,7-hexahydro-1,3-dioxo-2H-isoindol-2-yl)phenyl]-2-propenoic acid ethyl ester C(C)OC(/C(=C/C1=C(C=CC(=C1)N1C(C=2CCCCC2C1=O)=O)Cl)/Cl)=O